N-(5-fluoro-2,4-dimethylbenzo[d]oxazol-6-yl)-4-(4,7-diazaspiro[2.5]octan-7-yl)-2,3-dihydro-1H-pyrrolo[2,3-b]pyridine-1-carboxamide FC=1C(=CC2=C(N=C(O2)C)C1C)NC(=O)N1CCC=2C1=NC=CC2N2CCNC1(CC1)C2